2-methyl-2-(E)-butenyl diphosphate O(P([O-])(=O)OP(=O)([O-])[O-])C\C(=C\C)\C